Cl.COC1=C(C=C2CCNCC2=C1)C=O 7-methoxy-1,2,3,4-tetrahydroisoquinoline-6-carbaldehyde hydrochloride